C(CC)NC(N)=O 3-N-propylurea